2-((S)-1-hydroxyethyl)pyridine-1-oxide O[C@@H](C)C1=[N+](C=CC=C1)[O-]